5-methyl-1-{[5-(4-methylphenoxy)pyrimidin-2-yl]methyl}pyrrolidin-2-one CC1CCC(N1CC1=NC=C(C=N1)OC1=CC=C(C=C1)C)=O